methyl 2,3-dichloroquinoxaline-6-carboxylate ClC1=NC2=CC=C(C=C2N=C1Cl)C(=O)OC